C12CCC(CC1)N2C2=NC(=CC1=C2N=C(N=C1)NC1=NC=2CCN(CC2C=C1)C(=O)C1CN(C1)C)[C@@H](C)O [2-[[8-(7-azabicyclo[2.2.1]heptan-7-yl)-6-[(1R)-1-hydroxyethyl]pyrido[3,4-d]pyrimidin-2-yl]amino]-7,8-dihydro-5H-1,6-naphthyridin-6-yl]-(1-methylazetidin-3-yl)methanone